Iron(III) toluenesulfonate CC1=CC=CC=C1S(=O)(=O)[O-].CC1=CC=CC=C1S(=O)(=O)[O-].CC1=CC=CC=C1S(=O)(=O)[O-].[Fe+3]